5-((4-Methoxy-2-nitrophenyl)amino)-1-methyl-1H-pyrazole-4-carbaldehyde COC1=CC(=C(C=C1)NC1=C(C=NN1C)C=O)[N+](=O)[O-]